trans-tert-butyl N-tert-butoxycarbonyl-N-[[3-[4-(5-chloroquinoxalin-2-yl)-3-cyclopropyl-pyrazol-1-yl]cyclobutyl]methyl]carbamate C(C)(C)(C)OC(=O)N(C(OC(C)(C)C)=O)C[C@@H]1C[C@H](C1)N1N=C(C(=C1)C1=NC2=CC=CC(=C2N=C1)Cl)C1CC1